2-(4-((3S,5R)-3-((4-chloro-3-fluorophenyl)carbamoyl)-5-(hydroxymethyl)piperidine-1-carbonyl)piperazin-1-yl)acetic acid ClC1=C(C=C(C=C1)NC(=O)[C@@H]1CN(C[C@@H](C1)CO)C(=O)N1CCN(CC1)CC(=O)O)F